N-(R)-4-aza-1-indanyl(2-(3-isopropyl-6-(3-methoxy-1,2,4-oxadiazol-5-yl)-1,1-dioxo-5-[2-(tetrahydro-2H-pyran-4-yl)ethyl]-1λ6-thia-4-aza-7-indanyl)-1-thia-6-aza-7-indenyl)amine C1(CCC2=NC=CC=C12)NC=1N=CC=C2C=C(SC12)C=1C(=C(N=C2C(CS(C12)(=O)=O)C(C)C)CCC1CCOCC1)C1=NC(=NO1)OC